C(C)(C)(C)OC(=O)N1CC=2N(CCC1)N=C(C2C)C(N(C)C)=O.COC2=CC=C(C=C2)CCC2=CC(=C(C(=C2)OC)OC)OC (4-methoxyphenyl)-2-(3,4,5-trimethoxyphenyl)ethane tert-butyl-2-(dimethylcarbamoyl)-3-methyl-4,6,7,8-tetrahydropyrazolo[1,5-a][1,4]diazepine-5-carboxylate